The molecule is anthracene substituted at C-9 by a propionic acid group and at C-10 by a methyl group. It is a member of anthracenes and a monocarboxylic acid. CC1=C2C=CC=CC2=C(C3=CC=CC=C13)CCC(=O)O